1-(8Z,11Z,14Z-eicosatrienoyl)-2-octadecanoyl-glycero-3-phosphoserine CCCCCCCCCCCCCCCCCC(=O)O[C@H](COC(=O)CCCCCC/C=C\C/C=C\C/C=C\CCCCC)COP(=O)(O)OC[C@@H](C(=O)O)N